[N+](=O)([O-])C1=C(C(=C(C(=C1F)[N+](=O)[O-])F)[N+](=O)[O-])OC 2,4,6-trinitro-3,5-difluoroanisole